Propionic Acid 1,5,7-Triazabicyclo[4.4.0]dec-5-ene Salt N12CCCN=C2NCCC1.C(CC)(=O)O